C(#N)C1=NC2=CC(=CC(=C2N=C1N1CC2(CCO2)C1)[C@@H](C)NC1=C(C(=O)O)C=CC=C1)C (R)-2-((1-(2-cyano-7-methyl-3-(1-oxa-6-azaspiro[3.3]heptan-6-yl)quinoxalin-5-yl)ethyl)amino)benzoic acid